C(C)(C)(C)OC(=O)N[C@H](C(=O)O)[C@H](C)O (2s,3s)-2-(tert-butoxycarbonylamino)-3-hydroxybutyric acid